1,1'-biphenyl-2,2'-diol C=1(C(=CC=CC1)O)C=1C(=CC=CC1)O